2-(4,4-difluoro-3-methylpiperidin-1-yl)-4,6-dimethyl-5-(trifluoromethyl)nicotinic acid FC1(C(CN(CC1)C1=C(C(=O)O)C(=C(C(=N1)C)C(F)(F)F)C)C)F